(1R,2R)-2-(4-fluorophenyl)-1-((R)-1-(5-hydroxy-4-oxo-1,4-dihydropyridazine-3-carbonyl)pyrrolidin-2-yl)-2-(3-(trifluoromethyl)phenyl)ethylmethanesulfonate FC1=CC=C(C=C1)[C@@H]([C@H]([C@@H]1N(CCC1)C(=O)C1=NNC=C(C1=O)O)CS(=O)(=O)[O-])C1=CC(=CC=C1)C(F)(F)F